bicyclo[1.1.1]pentan-1-amine, hydrochloride Cl.C12(CC(C1)C2)N